C(C)(C)(C)OC(=O)NC(CC(=O)O)CC1=NC(=CC=C1F)C1=CC(=C(C=C1)OC1=NC=C(C=C1F)Cl)F 3-((tert-butoxycarbonyl)amino)-4-(6-(4-((5-chloro-3-fluoropyridin-2-yl)oxy)-3-fluorophenyl)-3-fluoropyridin-2-yl)butyric acid